C(C)(C)(C)OC(=O)N1[C@@H](COCCC1)C(=O)O (S)-4-(tert-butoxycarbonyl)-1,4-oxazepane-3-carboxylic acid